3-chloro-5-nitro-1H-indole-1,2-dicarboxylic acid di-tert-butyl ester C(C)(C)(C)OC(=O)N1C(=C(C2=CC(=CC=C12)[N+](=O)[O-])Cl)C(=O)OC(C)(C)C